COC1=CC=C(C=C1)CCCC1(CCCC=2C3=CC=CC=C3NC12)N (3-(4-methoxyphenyl)propyl)-2,3,4,9-tetrahydro-1H-carbazol-1-amine